1-(2-(3-methyl-4-phenoxybenzamido)acetyl)pyrrolidine-2-carboxamide CC=1C=C(C(=O)NCC(=O)N2C(CCC2)C(=O)N)C=CC1OC1=CC=CC=C1